3-(7-((1-(4-amino-1-methyl-1H-pyrazole-5-carbonyl)piperidin-4-yl)oxy)-1-methyl-1H-indazol-3-yl)piperidine-2,6-dione NC=1C=NN(C1C(=O)N1CCC(CC1)OC=1C=CC=C2C(=NN(C12)C)C1C(NC(CC1)=O)=O)C